C(C)(=O)P([O-])([O-])=O acetylphosphonate